ClC=1N=CC2=C(N1)N(C=C2Cl)C[C@@H](COC2=NN(C(=C2[N+](=O)[O-])C)C=2C(=NC(=CC2)C)C)F (S)-2,5-dichloro-7-(3-((1-(2,6-dimethylpyridin-3-yl)-5-methyl-4-nitro-1H-pyrazol-3-yl)oxy)-2-fluoropropyl)-7H-pyrrolo[2,3-d]pyrimidine